(2S)-2-(3-benzylureido)-N-(1-((3-fluoro-2-methoxybenzyl)amino)-2-hydroxy-1-oxopentan-3-yl)-4-methylpentanamide C(C1=CC=CC=C1)NC(N[C@H](C(=O)NC(C(C(=O)NCC1=C(C(=CC=C1)F)OC)O)CC)CC(C)C)=O